CC(=CCC/C(=C/CC/C(=C/CC/C(=C/CC/C(=C/CC/C(=C/CC1=C(C=CC(=C1)C(=O)O)[O-])/C)/C)/C)/C)/C)C The molecule is a 4-hydroxy-3-polyprenylbenzoate in which the polyprenyl chain contains 6 prenyl units; major species at pH 7.3. It is a conjugate base of a 3-hexaprenyl-4-hydroxybenzoic acid.